CN1CCN(CC1)C1=CC=C(C=C1)NC=1N=CC2=C(N1)N=C(C=C2C#C[Si](C(C)C)(C(C)C)C(C)C)N2C(OCC21CCCC1)=O 1-(2-{[4-(4-Methylpiperazin-1-yl)phenyl]amino}-5-[2-(triisopropylsilyl)ethynyl]pyrido[2,3-d]pyrimidin-7-yl)-3-oxa-1-azaspiro[4.4]nonan-2-one